C12CCC(CC1)N2C=2C=C(C(=O)O)C=CC2C(NS(=O)(=O)C2(CC2)C)=O 3-(7-azabicyclo[2.2.1]heptan-7-yl)-4-(((1-methylcyclopropyl)sulfonyl)carbamoyl)benzoic acid